2-(2-(cyclopropanesulfonamido)thiazol-4-yl)-2-isopropoxy-N-(5-(6-(trifluoromethyl)pyrazin-2-yl)pyridin-2-yl)acetamide C1(CC1)S(=O)(=O)NC=1SC=C(N1)C(C(=O)NC1=NC=C(C=C1)C1=NC(=CN=C1)C(F)(F)F)OC(C)C